IC=1C=C(CNC2=C3N=CN(C3=NC=N2)[C@H]2[C@@H](O)[C@H](O)[C@H](O2)CO)C=CC1 6-(3-iodobenzylamino)-9-β-D-arabinofuranosylpurine